[Cl-].C[NH+](CCCCCCCCCCCCCCCC)C dimethyl-hexadecyl-ammonium chloride